BrC1=C(N(C2=C1N=C(N=C2)C=2C(=NC=CC2)C2CC2)COCC[Si](C)(C)C)CN(C(OC(C)(C)C)=O)C tert-butyl N-[[7-bromo-2-(2-cyclopropyl-3-pyridyl)-5-(2-trimethylsilylethoxymethyl)pyrrolo[3,2-d]pyrimidin-6-yl]methyl]-N-methyl-carbamate